bis(2-isobutyl-6-isopropylphenyl)carbodiimide C(C(C)C)C1=C(C(=CC=C1)C(C)C)N=C=NC1=C(C=CC=C1C(C)C)CC(C)C